C1(CC1)OC=1C(=CC(=NC1)C1=NSC(=N1)NC1=NC=CC=C1C(C)C)C(F)(F)F 3-(5-cyclopropoxy-4-(trifluoromethyl)pyridin-2-yl)-N-(3-isopropylpyridin-2-yl)-1,2,4-thiadiazol-5-amine